IC1=CC=2C(C3=CC(=CC=C3C2C=C1)I)(C)C 2,7-diiodo-9,9-dimethylfluorene